C(=CCC)N1N(C(C(=C1C)C)C)C 1-butenyl-2,3,4,5-tetramethylpyrazole